OC=1C=C(C(=O)NCCCCCCCC(=O)[O-])C=CC1.C(C)[N+](CC)(CC)CC tetraethylammonium 8-(3-hydroxybenzoamido)octanoate